2-(6-iodo-2-oxo-3,4-dihydroquinolin-1(2H)-yl)acetamide IC=1C=C2CCC(N(C2=CC1)CC(=O)N)=O